Cl.FC(C(CCN)(C)C)(F)F 4,4,4-trifluoro-3,3-dimethylbutan-1-amine hydrochloride